6-((4-cyanobenzofuran-7-yl)methoxy)-3',6'-dihydro-[2,4'-bipyridine] C(#N)C1=CC=C(C2=C1C=CO2)COC2=CC=CC(=N2)C=2CC=NCC2